C1(CCC1)C1=NC=C(C(=N1)OC1=CC=CC=C1)C(=O)NC(C)C=CS(=O)(=O)C 2-cyclobutyl-N-(4-(methylsulfonyl)but-3-en-2-yl)-4-phenoxypyrimidine-5-carboxamide